4-CYANO-2,5-DIFLUOROBENZALDEHYDE C(#N)C1=CC(=C(C=O)C=C1F)F